NC1=C(C=2C(=NC(=CN2)OS(=O)(=O)C(F)(F)F)N1C1=C(C=CC(=C1)OCOC)C)C#N trifluoromethanesulfonic acid [6-amino-7-cyano-5-[5-(methoxymethoxy)-2-methyl-phenyl] pyrrolo[2,3-b]pyrazin-3-yl] ester